C(C)C1=CC=C(C=C1)C=1N=C(SC1SC(C)C)N1N=C(C(=C1C(=O)O)C1=CC(=CC=C1)F)C 1-(4-(4-ethylphenyl)-5-(isopropylsulfanyl)thiazol-2-yl)-4-(3-fluorophenyl)-3-methyl-1H-pyrazole-5-carboxylic acid